trans-6-chloro-4-((4-((cyclopropylmethyl)(3-fluoro-2-methylphenyl)amino)cyclohexyl)(methyl)amino)-1-methyl-2-oxo-1,2-dihydro-1,5-naphthyridine-3-carbonitrile ClC=1N=C2C(=C(C(N(C2=CC1)C)=O)C#N)N(C)[C@@H]1CC[C@H](CC1)N(C1=C(C(=CC=C1)F)C)CC1CC1